C(N)(=O)C1=CC(=CS1)NC(=O)C=1C(=NC2=CC=C(C=C2C1)F)N1CC(C(CC1)(F)F)C N-(5-carbamoylthiophen-3-yl)-2-(4,4-difluoro-3-methylpiperidin-1-yl)-6-fluoroquinoline-3-carboxamide